F[P-](F)(F)(F)(F)F.N1(N=NC2=C1C=CC=C2)O[P+](N(C)C)(N(C)C)N(C)C benzotriazol-1-oxy-tris(dimethylamino)phosphonium hexafluorophosphate